2-amino-5-bromo-3-(4,4-difluoropiperidin-1-yl)phenol NC1=C(C=C(C=C1N1CCC(CC1)(F)F)Br)O